N-[(9H-Fluoren-9-ylmethoxy)carbonyl]-L-valyl-N-[4-(hydroxymethyl)phenyl]-N6-[(2,2,2-trichloroethoxy)carbonyl]-L-lysinamide C1=CC=CC=2C3=CC=CC=C3C(C12)COC(=O)N[C@@H](C(C)C)C(=O)N[C@@H](CCCCNC(=O)OCC(Cl)(Cl)Cl)C(=O)NC1=CC=C(C=C1)CO